CC1=CC=CC(=N1)NC1=NC=CC(=C1)OC=1C=NC(=CC1)[N+](=O)[O-] 6-methyl-N-(4-((6-nitropyridin-3-yl)oxy)pyridin-2-yl)pyridin-2-amine